CC(CO)(C)N1CC2(CC1)CCN(CC2)C=2C1=C(N=C(N2)C2=CC=NC=C2)C=NC=C1 2-methyl-2-(8-(2-(pyridin-4-yl)pyrido[3,4-d]pyrimidin-4-yl)-2,8-diazaspiro[4.5]decan-2-yl)propan-1-ol